C1(CC1)COC1=C(C=C(C=C1)S(=O)(=O)C)C=1C(C(C(N(C1)C)=O)C=1C=NN(C1)C)=O 5-[2-(cyclopropylmethoxy)-5-methylsulfonylphenyl]-1-methyl-3-(1-methylpyrazol-4-yl)oxopyridin-2-one